C1(CC1)C1=NC=NC(=C1C=1N=CC2=C(N1)C(=CN2)[C@@H](O)C2=CC=C(C=C2)C=2N(C=C(N2)C(F)(F)F)C)OC(F)F |o1:18| rel-(S)-[2-[4-cyclopropyl-6-(difluoromethoxy)pyrimidin-5-yl]-5H-pyrrolo[3,2-d]pyrimidin-7-yl]-[4-[1-methyl-4-(trifluoromethyl)imidazol-2-yl]phenyl]methanol